C(C)(C)(C)N(C(O)=O)[C@H](C(=O)NC1=CC(=C(C=C1)C)C(N[C@H](C)C1=CC=CC2=CC=CC=C12)=O)C[C@H]1C(NCC1)=O.ClC1=CC=C(N=N1)N1CC(NCC1)=O 4-(6-Chloropyridazin-3-yl)piperazin-2-one tert-butyl-((S)-1-((4-methyl-3-(((R)-1-(naphthalen-1-yl)ethyl)carbamoyl)phenyl)amino)-1-oxo-3-((S)-2-oxopyrrolidin-3-yl)propan-2-yl)carbamate